BrC=1C(=NN2C1CN(CCC2)C(=O)OC(C)(C)C)NC(=O)OC(C)(C)C tert-butyl 3-bromo-2-((tert-butoxycarbonyl)amino)-7,8-dihydro-4H-pyrazolo[1,5-a][1,4]diazepine-5(6H)-carboxylate